FC1=CC=CC=2C(=N[C@@H](C(NC21)=O)NC(=O)C2=C(N=C1N2N=C(C=C1)OC)C1=C(C=CC=C1)F)C1=CC=CC=C1 N-[(3S)-9-fluoro-2-oxo-5-phenyl-1,3-dihydro-1,4-benzodiazepine-3-Yl]-2-(2-fluorophenyl)-6-methoxyimidazo[1,2-b]pyridazine-3-carboxamide